CN1C(N(C2=C1C(=CC=C2)C2CNCCC2)C2C(NC(CC2)=O)=O)=O 3-[3-methyl-2-oxo-4-(piperidin-3-yl)-1,3-benzodiazol-1-yl]piperidine-2,6-dione